C[C@@H]1CC[C@H]([C@@H](C1)OC(=O)C)C(C)C (-)-menthyl acetate